1-(4-chlorophenyl)naphthalene ClC1=CC=C(C=C1)C1=CC=CC2=CC=CC=C12